((2S,5R)-4-(1-(4-fluoro-2-(trifluoromethyl)phenyl)ethyl)-2,5-dimethylpiperazin-1-yl)-4-methyl-2,4-dihydro-5H-pyrazolo[4,3-d]pyrimidin-5-one FC1=CC(=C(C=C1)C(C)N1C[C@@H](N(C[C@H]1C)N1N=C2C(N(C(N=C2)=O)C)=C1)C)C(F)(F)F